ClC1=CC(=CC=C1)C(F)(F)F 1-chloro-3-(trifluoromethyl)benzene